4-chloro-3-(2-(2-((4-((3S,5R)-3,5-dimethylpiperazin-1-yl)phenyl)amino)pyrimidin-5-yl)ethyl)-5-methoxy-N-methylbenzamide ClC1=C(C=C(C(=O)NC)C=C1OC)CCC=1C=NC(=NC1)NC1=CC=C(C=C1)N1C[C@@H](N[C@@H](C1)C)C